1,1-diphenyl-2-propyn-3-ol C1(=CC=CC=C1)C(C#CO)C1=CC=CC=C1